C(=CC1=CC=CC=C1)C=1C=CC(=C(C1)\C=C\C(=O)C1=CC=CC=C1)N 5-Styryl-2-Aminochalcone